CC=1NC(=C(C(C1C(=O)OCCCCN1CCN(CC1)C1=NC=CC=N1)C=1N(C=CC1)C)[N+](=O)[O-])C 1,4-Dihydro-2,6-dimethyl-4-(1-methyl-1H-pyrrol-2-yl)-5-nitro-3-pyridinecarboxylic acid, {4-[4-(2-pyrimidinyl)-1-piperazinyl]butyl} ester